piperidine-3,4-diol TFA salt OC(=O)C(F)(F)F.N1CC(C(CC1)O)O